FC=1C(=NC(=C(C(=O)O)C1)NC1=C(C=C(C=C1)F)C)C 5-fluoro-2-((4-fluoro-2-methylphenyl)amino)-6-methylnicotinic acid